ClC1=CC(=C(COC2=NC=3CN(CCC3C=C2CC)CC2=NC3=C(N2C[C@H]2OCC2)C=C(C=C3)C(=O)O)C=C1)F (S)-2-((2-((4-chloro-2-fluorobenzyl)oxy)-3-ethyl-5,8-dihydro-1,7-naphthyridin-7(6H)-yl)methyl)-1-(oxetan-2-ylmethyl)-1H-benzo[d]imidazole-6-carboxylic acid